1-(4-((1S,2R)-4,4-difluoro-6-hydroxy-2-(phenyl-d5)-1,2,3,4-tetrahydronaphthalen-1-yl)phenyl)piperidine-4-carbaldehyde FC1(C[C@H]([C@H](C2=CC=C(C=C12)O)C1=CC=C(C=C1)N1CCC(CC1)C=O)C1=C(C(=C(C(=C1[2H])[2H])[2H])[2H])[2H])F